ClC1=CC=C(C=C1)[Se]C=1C=C2CCCN(C2=NC1C1=CC=C(C=C1)F)C(=O)C1=CC=C(C=C1)F (6-((4-chlorophenyl)seleno)-7-(4-fluorophenyl)-3,4-dihydro-1,8-naphthyridin-1(2H)-yl)(4-fluorophenyl)methanone